benzenesulphonic acid anion C1(=CC=CC=C1)S(=O)(=O)[O-]